FC(CN1N=NC2=C1C=C(C=C2)C=2C(=CN1N=C(N=C(C12)OC)N[C@H]1C(CN(C1)C(C)=O)(F)F)F)(C)F (R)-1-(4-((5-(1-(2,2-difluoropropyl)-1H-benzo[d][1,2,3]triazol-6-yl)-6-fluoro-4-methoxypyrrolo[2,1-f][1,2,4]triazin-2-yl)amino)-3,3-difluoropyrrolidin-1-yl)ethan-1-one